CC1CCC12CC(C2)NC(=O)C2=C(SC(=C2NC2=CC=C(C=C2)C2=CC=CC=C2)C)C Methyl-6-(4-([1,1'-biphenyl]-4-ylamino)-2,5-dimethylthiophene-3-carboxamido)spiro[3.3]heptane